4-[2-[2-[3-(4-amino-1-isopropyl-pyrazolo[3,4-d]pyrimidin-3-yl)-5-cyclopropyl-isoxazol-4-yl]pyrimidin-5-yl]ethoxy]butanoic acid NC1=C2C(=NC=N1)N(N=C2C2=NOC(=C2C2=NC=C(C=N2)CCOCCCC(=O)O)C2CC2)C(C)C